N,N-dimethyl-2-mercaptonicotinamide CN(C(C1=C(N=CC=C1)S)=O)C